FC([C@H]1CN(CC1)CC(=O)O)(F)F (R)-2-(3-(trifluoromethyl)pyrrolidin-1-yl)acetic acid